(3S,4R)-rel-3-amino-1-(azetidin-3-yl)-4-(2,3-dichloro-6-hydroxyphenyl)pyrrolidin-2-one N[C@@H]1C(N(C[C@H]1C1=C(C(=CC=C1O)Cl)Cl)C1CNC1)=O |o1:1,5|